2-(tert-butyl)oxetane C(C)(C)(C)C1OCC1